6-methyl-pyrazolo[1,5-a]pyridine-2-carboxylic acid CC=1C=CC=2N(C1)N=C(C2)C(=O)O